(2S)-3-(1H-imidazol-5-yl)-2-[[(2S)-pyrrolidine-2-carbonyl]amino]propionic acid N1C=NC=C1C[C@@H](C(=O)O)NC(=O)[C@H]1NCCC1